3-ethylcyclohexane-1,2-dicarboxylic acid disodium salt [Na+].[Na+].C(C)C1C(C(CCC1)C(=O)[O-])C(=O)[O-]